CC1=CC=NC=C1C(C)C 4-methyl-5-(propan-2-yl)pyridin